3,3-bis(4-hydroxy-5-methoxy-3-phenylphenyl)-1-phenyl-1H-indol-2-one OC1=C(C=C(C=C1OC)C1(C(N(C2=CC=CC=C12)C1=CC=CC=C1)=O)C1=CC(=C(C(=C1)OC)O)C1=CC=CC=C1)C1=CC=CC=C1